CC=1C=C(C=C(C1OCC(=O)OC1(C2CC3CC(CC1C3)C2)C)C)[S+](C2=CC=CC=C2)C2=CC=CC=C2 (3,5-dimethyl-4-(2-((2-methyladamantan-2-yl)oxy)-2-oxoethoxy)phenyl)diphenylsulfonium